sodium Chlorate (Chlorate) Cl(=O)(=O)[O-].Cl(=O)(=O)O.[Na+]